N1C=NC(=C1)CCCN1C=NN=C1CC1=CC(=CC=C1)OC 4-(3-(1H-Imidazol-4-yl)propyl)-5-(3-methoxybenzyl)-4H-1,2,4-triazol